5-(2-Benzothiazolyl)-3-ethyl-2-[2-(methylphenylamino)ethenyl]-1-phenyl-1H-benzimidazolium iodide [I-].S1C(=NC2=C1C=CC=C2)C2=CC1=C([NH+](C(N1CC)C=CN(C1=CC=CC=C1)C)C1=CC=CC=C1)C=C2